6-chloro-8-((4-methoxybenzyl)(methyl)amino)imidazo[1,2-b]pyridazine-3-carboxylic acid ClC=1C=C(C=2N(N1)C(=CN2)C(=O)O)N(C)CC2=CC=C(C=C2)OC